(E)-2-cyclohexyl-6-(2-oxo-1-phenylindolin-3-ylidene)hexanoic acid C1(CCCCC1)C(C(=O)O)CCC/C=C\1/C(N(C2=CC=CC=C12)C1=CC=CC=C1)=O